Cl.Cl.C1CNCCC12CCC(CC2)CN2CCC(CC2)C2=CC=C1C(=NN(C1=C2F)C)C2C(NC(CC2)=O)=O 3-(6-(1-((3-azaspiro[5.5]undec-9-yl)methyl)piperidin-4-yl)-7-fluoro-1-methyl-1H-indazol-3-yl)piperidine-2,6-dione dihydrochloride